ClC1=CC=C(C(=N1)C(=O)O)N[C@H](C)C1=CC(=CN2C1=NC(=C(C2=O)C)N2CCN(CC2)C2=C(C=C(C=C2)C#N)C)C (R)-6-chloro-3-((1-(2-(4-(4-cyano-2-methylphenyl)piperazin-1-yl)-3,7-dimethyl-4-oxo-4H-pyrido[1,2-a]pyrimidin-9-yl)ethyl)amino)picolinic acid